N1C(=NC2=C1C=CC=C2)C2(C(N(C1=CC=CC=C21)C)=O)C2=C(C=C(C=C2)OC)O 3-(1H-Benzo[d]imidazol-2-yl)-3-(2-hydroxy-4-methoxyphenyl)-1-methylindolin-2-one